FC=1C(=C(C=CC1F)[C@@H](C1=C(C=CC=C1)O)O)OC |r| rac-2-((3,4-difluoro-2-methoxyphenyl)(hydroxy)methyl)phenol